C(C1=CC=CC=C1)OCCN(C(OC(C)(C)C)=O)[C@@H]1C[C@H](C1)OC1=C2C=NN(C2=CC(=C1)Br)C1OCCCC1 trans-tert-butyl N-(2-(benzyloxy)ethyl)-N-[3-[(6-bromo-1-(tetrahydro-2H-pyran-2-yl)-1H-indazol-4-yl)oxy]cyclobutyl]carbamate